3-(9H-fluoren-9-ylmethoxycarbonylamino)-4-oxo-4-(1-piperidyl)butanoic acid C1=CC=CC=2C3=CC=CC=C3C(C12)COC(=O)NC(CC(=O)O)C(N1CCCCC1)=O